ClC=1C=NC=C2C(C=C(N(C12)C1=C(C=CC=C1Cl)Cl)C)=O 8-chloro-1-(2,6-dichlorophenyl)-2-methyl-1,6-naphthyridin-4(1H)-one